4-bromo-5-(methanesulfonyl)-1-trityl-1H-indazol-3-ol BrC1=C2C(=NN(C2=CC=C1S(=O)(=O)C)C(C1=CC=CC=C1)(C1=CC=CC=C1)C1=CC=CC=C1)O